2,5,6-trichloropyrimidine-4-amine ClC1=NC(=C(C(=N1)N)Cl)Cl